OCC=1OCOC1C 4-hydroxymethyl-5-methyl-[1,3]dioxole